N-methyl-N-(4-(4,4,5,5-tetramethyl-1,3,2-dioxaborolan-2-yl)phenyl)acetamide CN(C(C)=O)C1=CC=C(C=C1)B1OC(C(O1)(C)C)(C)C